FC(COC(F)(F)F)(COC(F)(F)F)F 2,2-difluoro-1,3-bis(trifluoromethoxy)-propane